1-(4-chloro-2-ethoxyphenyl)ethanone ClC1=CC(=C(C=C1)C(C)=O)OCC